O([Si](C)(C)C(C)(C)C)C1CCC(CC1)=O 4-(tert-butyldimethylsiloxy)cyclohexan-1-one